C(C)(C)C(C=C)=C 3-isopropyl-1,3-butadiene